N1C(=NC2=C1C=CC=C2)C2=CC(=NN2CC2=CC=C(C=C2)OC)NC(=O)C=2C=NC(=CC2)Cl N-[5-(1H-Benzimidazol-2-yl)-1-[(4-methoxyphenyl)methyl]pyrazol-3-yl]-6-chloro-pyridine-3-carboxamide